FC1=CC=C(C=C1)NC(NC1=CC=C(C=C1)C=1C2=C(N=C(N1)NC(=O)C1CC1)NC=C2)=O N-(4-(4-(3-(4-fluorophenyl)ureido)phenyl)-7H-pyrrolo[2,3-d]pyrimidin-2-yl)cyclopropylcarboxamide